C=CC1C2CC3CC(C2)CC1(C3)C=C divinyladamantane